F[C@@H]1[C@H](C[C@@]2(C[C@H](C[C@H]1N2)C)C)N(C=2N=CC(=NC2)C2=C(C=C(C=C2)N2C=NC=C2)O)C 2-(5-(((1S,3S,4S,5R,7S)-4-fluoro-1,7-dimethyl-9-azabicyclo[3.3.1]nonan-3-yl)(methyl)amino)pyrazin-2-yl)-5-(1H-imidazol-1-yl)phenol